CC1=NOC(=C1C=1C=C(N)C=CC1OCCN1CCOCC1)C 3-(3,5-dimethylisoxazol-4-yl)-4-(2-morpholinoethoxy)aniline